(R)-3-fluoro-5-(((1-hydroxyoctadeca-2-yl)oxy)methyl)benzonitrile FC=1C=C(C#N)C=C(C1)CO[C@@H](CO)CCCCCCCCCCCCCCCC